[Si](C1=CC=CC=C1)(C1=CC=CC=C1)(C(C)(C)C)OC[C@H](C)OC1=CC(=CC=2OC(OC(C21)=O)(C)C)C (S)-5-((1-((tert-butyldiphenylsilyl)oxy)propan-2-yl)oxy)-2,2,7-trimethyl-4H-benzo[d][1,3]Dioxin-4-one